NC=1C(=C2C(=NC1C(=O)N)N(C=N2)C2CC(C2)(F)F)C2=C(C(=CC=C2C)OC)C 6-amino-3-(3,3-difluorocyclobutyl)-7-(3-methoxy-2,6-dimethyl-phenyl)imidazo[4,5-b]pyridine-5-carboxamide